1-Undecyl-1-ethylpiperidinium triflate [O-]S(=O)(=O)C(F)(F)F.C(CCCCCCCCCC)[N+]1(CCCCC1)CC